8-[(1R)-1-hydroxyethyl]-3,6-dimethyl-2-(3-pyridinyl)benzopyran-4-one O[C@H](C)C1=CC(=CC=2C(C(=C(OC21)C=2C=NC=CC2)C)=O)C